CC([C@H](C)N1C(C=CC2=C1N=C(N=C2)N[C@@H](C)C2=CC=C(C=N2)C=2CCN(CC2)C(=O)OC(C)(C)C)=O)C tert-butyl 6-[(1S)-1-({8-[(2S)-3-methylbutan-2-yl]-7-oxo-7,8-dihydropyrido[2,3-d]pyrimidin-2-yl}amino)ethyl]-3',6'-dihydro-3,4'-bipyridine-1'(2'H)-carboxylate